Bis(2-imidazolyl)-amine N1C(=NC=C1)NC=1NC=CN1